C(=O)[C@]1(N(CCC1)C(=O)OC(C)(C)C)C(=O)OC(C)(C)C Di-tert-butyl (2S)-formylpyrrolidine-1,2-dicarboxylate